N-(2-((2-((2-((2-aminoethyl)amino)-2-oxoethyl)amino)-2-oxoethyl)amino)-2-oxoethyl)-3-(2,5-dioxo-2,5-dihydro-1H-pyrrol-1-yl)propenamide NCCNC(CNC(CNC(CNC(C=CN1C(C=CC1=O)=O)=O)=O)=O)=O